tert-Butyl 1-((benzyl(methyl)amino)methyl)cyclopropylcarbamate C(C1=CC=CC=C1)N(C)CC1(CC1)NC(OC(C)(C)C)=O